C12C(C3CC(CC(C1)C3)C2)NCCNC(=O)C2=NN(C(=C2C)C2=CC=C(C=C2)OC)C2=C(C=C(C=C2)Cl)Cl N-(2-((1r,3r,5r,7r)-adamantan-2-ylamino)ethyl)-1-(2,4-dichlorophenyl)-5-(4-methoxyphenyl)-4-methyl-1H-pyrazole-3-carboxamide